1-(4,4-Difluorocyclohexyl)-2-phenylethyl ((S)-1-(((S)-1-hydroxy-3-((S)-2-oxopyrrolidin-3-yl)propan-2-yl)amino)-4-methyl-1-oxopentan-2-yl)carbamate OC[C@H](C[C@H]1C(NCC1)=O)NC([C@H](CC(C)C)NC(OC(CC1=CC=CC=C1)C1CCC(CC1)(F)F)=O)=O